C1(CC1)N1C=C(C(C2=CC(=C(C=C12)N1[C@H](CCC1)COC1=NC=CC=C1C)F)=O)C(=O)O (R)-1-cyclopropyl-6-fluoro-7-(2-(((3-methyl-pyridin-2-yl)oxy)methyl)pyrrolidin-1-yl)-4-oxo-1,4-dihydro-quinoline-3-carboxylic acid